2-(4-bromo-2-hydroxy-phenyl)acetic acid BrC1=CC(=C(C=C1)CC(=O)O)O